5-Fluoro-6-((6-methoxy-7-(2-methoxyethoxy)pyrido[3,2-d]pyrimidin-4-yl)oxy)pyridin-3-amine FC=1C=C(C=NC1OC=1C2=C(N=CN1)C=C(C(=N2)OC)OCCOC)N